(3-{[2-(4-bromophenyl)imidazo[1,2-a]pyridin-3-yl]methyl}-3,8-diazabicyclo[3.2.1]oct-8-yl)(3-chloro-6-methoxypyridin-2-yl)methanone BrC1=CC=C(C=C1)C=1N=C2N(C=CC=C2)C1CN1CC2CCC(C1)N2C(=O)C2=NC(=CC=C2Cl)OC